2-(1H-pyrazol-4-yl)thiazole-4-carboxamide sodium salt [Na+].N1N=CC(=C1)C=1SC=C(N1)C(=O)[NH-]